BrC1=C(C=C2C(=NC(=NC2=C1F)SC)N1[C@@H]2[C@H]([C@@H]2COCC1)F)I (1S,7S,8S)-2-(7-bromo-8-fluoro-6-iodo-2-(methylthio)quinazolin-4-yl)-8-fluoro-5-oxa-2-azabicyclo[5.1.0]octane